(6-amino-n-hexyl)(triethoxy)silane NCCCCCC[Si](OCC)(OCC)OCC